CN1C=NC2=C1C(=O)NC(=O)N2C The molecule is a dimethylxanthine having the two methyl groups located at positions 3 and 7. A purine alkaloid derived from the cacao plant, it is found in chocolate, as well as in a number of other foods, and is a vasodilator, diuretic and heart stimulator. It has a role as an adenosine receptor antagonist, a food component, a plant metabolite, a human blood serum metabolite, a mouse metabolite, a vasodilator agent and a bronchodilator agent.